C(C1=CC=CC=C1)SC1=CC(=C(C=C1)NC([C@H](CC1=CC=CC=C1)NC(=O)C1=NC=C(C=C1)F)=O)C (S)-N-(1-(4-(benzylsulfanyl)-2-methylphenylamino)-1-oxo-3-phenylprop-2-yl)-5-fluoropyridin-amide